(-)-(S)-ethyl 2-hydroxypropionate O[C@H](C(=O)OCC)C